C1(CC1)[C@H](CP(OCC)(=O)C)C1=CC(=CC=C1)O ethyl ((S)-2-cyclopropyl-2-(3-hydroxyphenyl)ethyl)(methyl)phosphinate